CC1(C=C(C=C1)CCCC)[Hf]C1(C=C(C=C1)CCCC)C bis(1-methyl-3-n-butylcyclopentadienyl)hafnium